3-((3,4-dihydroisoquinolin-2(1H)-yl)methyl)-N-(2-(3-methoxyphenyl)-2-oxoethyl)benzamide C1N(CCC2=CC=CC=C12)CC=1C=C(C(=O)NCC(=O)C2=CC(=CC=C2)OC)C=CC1